[N+](=O)([O-])C1=CC=2C(C(C3=CC=CC=C3C2C=C1)=O)=O 2-Nitrophenanthrene-9,10-dione